4-(3,8-diazabicyclo[3.2.1]oct-3-yl)-7-(8-chloro-7-fluoronaphthalen-1-yl)-2-((hexahydro-1H-pyrrolizin-7a-yl)methoxy)-5,6,7,8-tetrahydropyrido[3,4-d]pyrimidine C12CN(CC(CC1)N2)C=2C1=C(N=C(N2)OCC23CCCN3CCC2)CN(CC1)C1=CC=CC2=CC=C(C(=C12)Cl)F